(3Z)-6,6-diacetoxy-1,3-hexadiene C(C)(=O)OC(C\C=C/C=C)OC(C)=O